FC(C=1C=C(C=CC1F)C=1C=C2C(=NC1)C(=NN2CC(=O)N2CC(C2)F)F)F 2-[6-[3-(Difluoromethyl)-4-fluoro-phenyl]-3-fluoro-pyrazolo[4,3-b]pyridin-1-yl]-1-(3-fluoroazetidin-1-yl)ethanone